(R)-N-(1-(2-(1-(2-amino-2-oxoethyl)-1H-pyrazol-4-yl)quinolin-4-yl)ethyl)-5-(2-(dimethylamino)ethoxy)-2-methylbenzamide NC(CN1N=CC(=C1)C1=NC2=CC=CC=C2C(=C1)[C@@H](C)NC(C1=C(C=CC(=C1)OCCN(C)C)C)=O)=O